O=C1CC2(C1)CN(C2)C2=NC=CC(=N2)COC2=CC=C(C=C2)C(C)(C)C2=CC=C(C=C2)NC2CC(C2)NC=2C=C1C(N(C(C1=CC2)=O)C2C(NC(CC2)=O)=O)=O 5-((3-((4-(2-(4-((2-(2-oxo-6-azaspiro[3.3]heptane-6-yl)pyrimidin-4-yl)methoxy)phenyl)propan-2-yl)phenyl)amino)cyclobutyl)amino)-2-(2,6-dioxopiperidin-3-yl)isoindoline-1,3-dione